OC1=C(C(=CC(=C1)OC)OC)C(\C=C\C1=CC(=CC=C1)C)=O (E)-1-(2-hydroxy-4,6-dimethoxyphenyl)-3-(3-methylphenyl)prop-2-en-1-one